C([C@H]1[C@H]2[C@H](C[C@H]3[C@@H]4CC=C5CC(CC([C@]5(C)[C@H]4CC[C@]23C)O)O)O[C@]12C(C(C(C)CO2)O)O)O Spirost-5-ene-1,3,21,23,24-pentol